Methyl (R)-5-(8-(4-methyl-2-oxo-8-vinyl-2,3,4,5-tetrahydro-1H-pyrido[3,4-b][1,4]diazepin-6-yl)isoquinolin-3-yl)picolinate C[C@@H]1CC(NC2=C(N1)C(=NC(=C2)C=C)C=2C=CC=C1C=C(N=CC21)C=2C=CC(=NC2)C(=O)OC)=O